BrC1=CC2=C(N3C(S2)=NC(=C3)C3=C(C=CC=C3)F)C=C1 7-bromo-2-(2-fluorophenyl)benzo[d]imidazo[2,1-b]thiazole